C(CCCCCCCCCCCCCCCCCCC)(=O)NC(C)N(CC)CCC arachidamido-propyldiethylamine